C(C1=CC=CC=C1)NC(CC)=O N-benzyl-propionamide